C(C(O)C)(=S)[O-].[K+].ClC=1C(=CC(=NC1)OC)C1=CC(=NN1)C(=O)N1CCC(CC1)C(=O)NCC1OC(OC1)(C)C (5-(5-chloro-2-methoxypyridin-4-yl)-1H-pyrazole-3-carbonyl)-N-((2,2-dimethyl-1,3-dioxolan-4-yl)methyl)piperidine-4-carboxamide potassium thiolactate